2-FORMYL-1,3-BENZOXAZOLE-6-CARBONITRILE C(=O)C=1OC2=C(N1)C=CC(=C2)C#N